NC=1N=CC(=NC1C)C#CC1=C(C=CC(=N1)C(=O)NC1=CC(=C(C=C1)CN1CCN(CC1)C)C(F)(F)F)C 6-((5-amino-6-methylpyrazin-2-yl)ethynyl)-5-methyl-N-(4-((4-methylpiperazin-1-yl)methyl)-3-(trifluoromethyl)phenyl)picolinamide